iso-Pentyl-4-(8-methyl-3,8-diazabicyclo[3.2.1]-octan-3-yl)-1H-benzo[d]imidazole-1-carboxamide C(CC(C)C)C1=NC2=C(N1C(=O)N)C=CC=C2N2CC1CCC(C2)N1C